4-[(3-chloro-4-fluorophenyl)amino]-7-[3-(morpholin-4-yl)-propyloxy]-6-[(vinylcarbonyl)amino]-quinazoline ClC=1C=C(C=CC1F)NC1=NC=NC2=CC(=C(C=C12)NC(=O)C=C)OCCCN1CCOCC1